(S)-2-(3,4-dichlorophenyl)-1-(4-((5R,7R)-7-hydroxy-5-methyl-6,7-dihydro-5H-cyclopenta[d]pyrimidin-4-yl)piperazin-1-yl)-3-(isopropylamino)propan-1-one ClC=1C=C(C=CC1Cl)[C@H](C(=O)N1CCN(CC1)C=1C2=C(N=CN1)[C@@H](C[C@H]2C)O)CNC(C)C